CC(C(N)C)N (E)-dimethylethane-1,2-diamine